C(C)N1CC[C@H]([C@@]12COCC2)C2=CC=1C(=NC=CC1NC=1C=CC3=C(N=CS3)C1)S2 N-(2-((4R,5S)-1-ethyl-7-oxa-1-azaspiro[4.4]nonan-4-yl)thieno[2,3-b]pyridin-4-yl)benzo[d]thiazol-5-amine